FC=1C=CC=C2C=NNC12 7-fluoro-1H-indazol